C(#N)[C@H](C[C@H]1C(NCCC1)=O)NC(=O)[C@H]1N(C[C@H]2[C@@H]1CCC2)C(C(=O)NC2=C(C=CC=C2)F)=O (1S,3aR,6aS)-N-((S)-1-cyano-2-((S)-2-oxopiperidin-3-yl)ethyl)-2-(2-((2-fluorophenyl)amino)-2-oxoacetyl)octahydrocyclopenta[c]pyrrole-1-carboxamide